FC(C1=C(C=NN1)C=1C=C2C(=CN(C(C2=CC1)=O)CC=1C=C(C(=O)NC)C=CC1)CC(C)O)F 3-((6-(5-(difluoromethyl)-1H-pyrazol-4-yl)-4-(2-hydroxypropyl)-1-oxoisoquinolin-2(1H)-yl)methyl)-N-methylbenzamide